1-(1-pyrrolidinyl)-2-butanol N1(CCCC1)CC(CC)O